N,N,5-trimethyl-furfuryl-amine CN(C)CC1=CC=C(O1)C